C(C)OC([C@H](CCC(CC(=O)OCC)=O)NC(=O)OC(C)(C)C)=O.ClP(C1=C(C=CC=C1)C)C1=C(C=CC=C1)C chlorodi(o-tolyl)phosphine Diethyl-(S)-2-((tert-butoxycarbonyl)amino)-5-oxoheptanedioate